4-(N-methyl-N-(3-(N-propyl-L-methionylamino)-4-methoxyphenyl)-amino)coumarin (S)-1-((4-Carbamimidoylbenzyl)amino)-1-oxopropan-2-yl-(R)-2-amino-4-phenylbutanoate Hydrochloride Cl.C(N)(=N)C1=CC=C(CNC([C@H](C)OC([C@@H](CCC2=CC=CC=C2)N)=O)=O)C=C1.CN(C1=CC(=C(C=C1)OC)NC([C@@H](NCCC)CCSC)=O)C1=CC(OC2=CC=CC=C12)=O